[C@H]12CN(C[C@H](CC1)N2)C2=NC(=NC1=C(C(=C(C=C21)F)C2=CNC1=CC=C(C(=C21)CC)F)F)OCC21CCCN1CCC2 4-((1R,5S)-3,8-diazabicyclo[3.2.1]octan-3-yl)-7-(4-ethyl-5-fluoro-1H-indol-3-yl)-6,8-difluoro-2-((tetrahydro-1H-pyrrolizin-7a(5H)-yl)methoxy)quinazoline